9-Methyl-6-[4-(trifluoromethoxy)phenyl]purine-2-carbonitrile CN1C2=NC(=NC(=C2N=C1)C1=CC=C(C=C1)OC(F)(F)F)C#N